2-chloro-3-(3-hydroxyazetidin-1-yl)benzoate ClC1=C(C(=O)[O-])C=CC=C1N1CC(C1)O